C1(CCCCC1)NC1=C2C(=NC(=N1)NC1=C(C=C(C=C1)C1=NN=CN1C)OC)NN=C2C=2C=NN(C2)C N4-cyclohexyl-N6-(2-methoxy-4-(4-methyl-4H-1,2,4-triazol-3-yl)phenyl)-3-(1-methyl-1H-pyrazol-4-yl)-1H-pyrazolo[3,4-d]pyrimidine-4,6-diamine